BrC1=C(C=C2COCC2=C1)CCO 2-(6-bromo-1,3-dihydroisobenzofuran-5-yl)ethan-1-ol